C(COCCOCCN=[N+]=[N-])C(C(=O)NCCN(CC(=O)NCCN)CC(=O)NCCN)C(=O)NCCN(CC(=O)NCCN)CC(=O)NCCN The molecule is a dendrimer macromolecule consisting of a malonamide core, each N of which carries a 2-(bis{2-[(2-aminoethyl)amino]-2-oxoethyl}amino)ethyl branch and with a 2-[2-(2-azidoethoxy)ethoxy]ethyl substituent at C-2.